COC(=O)C=1NC=C(C1C1=CC=CC=C1)C1=NN(C=C1)C(C)C 4-(1-isopropyl-1H-pyrazol-3-yl)-3-phenyl-1H-pyrrole-2-carboxylic acid methyl ester